5-(chloromethyl)-1-phenyl-tetrazole ClCC1=NN=NN1C1=CC=CC=C1